NC1=NC=C(C=C1O[C@@H](C)C=1C=C(C=CC1)NC(C1=CC(=CC=C1)OC)=O)Cl (S)-N-(3-(1-((2-amino-5-chloropyridin-3-yl)oxy)ethyl)-phenyl)-3-methoxybenzamide